N-(3-bromo-5-(methylsulfonylphenyl)phenyl)-1-(2-formylphenyl)-1H-pyrazole-4-carboxamide BrC=1C=C(C=C(C1)C1=C(C=CC=C1)S(=O)(=O)C)NC(=O)C=1C=NN(C1)C1=C(C=CC=C1)C=O